C(C)(C)(C)OC(=O)N[C@H](C=1N=C2N(N=CC(=C2)CC2C(N([C@@H](C2)C(F)(F)F)C(=O)OC(C)(C)C)=O)C1)C1CCC(CC1)(F)F tert-butyl (5S)-3-((2-((S)-((tert-butoxycarbonyl)amino)(4,4-difluorocyclohexyl)methyl)imidazo[1,2-b]pyridazin-7-yl)methyl)-2-oxo-5-(trifluoromethyl)pyrrolidine-1-carboxylate